ClC=1C=C2C=NC(=NC2=CC1)NC=1C=NN(C1C)C1CC1 6-chloro-2-((1-cyclopropyl-5-methyl-1H-pyrazol-4-yl)amino)quinazolin